2-amino-N-[(2,2-difluoro-1,3-benzodioxol-4-yl)methyl]-8-methoxyquinazoline-4-carboxamide NC1=NC2=C(C=CC=C2C(=N1)C(=O)NCC1=CC=CC=2OC(OC21)(F)F)OC